N-((S)-2-cyano-1-(4-(ethylsulfonyl)phenyl)ethyl)-4-((2S,4S)-2-((difluoromethoxy)methyl)-4-(4-(trifluoromethyl)phenoxy)pyrrolidin-1-yl)-3-methoxybenzamide C(#N)C[C@@H](C1=CC=C(C=C1)S(=O)(=O)CC)NC(C1=CC(=C(C=C1)N1[C@@H](C[C@@H](C1)OC1=CC=C(C=C1)C(F)(F)F)COC(F)F)OC)=O